N=S(=O)(\C=C\C1=NC=CC=C1C(F)(F)F)C1=C(C=CC=C1)OC (E)-imino(2-methoxyphenyl)(2-(3-(trifluoromethyl)pyridin-2-yl)vinyl)-λ6-sulfanone